C(C)(C)(C)C1=CC=C(C=C1)C1=C(C(=C(C(=C1F)F)F)F)F 4'-(tert-butyl)-2,3,4,5,6-pentafluoro-1,1'-biphenyl